ClC=1SC(=CN1)CN(C1=NC(=CC=C1[N+](=O)[O-])OC)CC N-[(2-Chlorothiazol-5-yl)methyl]-N-ethyl-6-methoxy-3-nitropyridin-2-amine